N(=[N+]=[N-])C=1C=C(COC2=CC=C(C=C2)C(CCC(=O)O)O)C=C(C1)CN=[N+]=[N-] 4-(4-((3-azido-5-(azidomethyl)benzyl)oxy)phenyl)-4-hydroxybutanoic acid